Ethyl (E)-3-(dimethylamino)-2-(4-chlorophenyl)acrylate CN(/C=C(/C(=O)OCC)\C1=CC=C(C=C1)Cl)C